ClC1=C(C=CC(=C1)Cl)NC1=NC(=NC(=C1C(F)(F)F)OC)C1=NC=CC=C1 N-(2,4-dichlorophenyl)-6-methoxy-2-(2-pyridyl)-5-(trifluoromethyl)-4-pyrimidinamine